methyl 4-[[4-carbamoyl-1-[trans-4-cyanotetrahydro-2H-pyran-3-yl]pyrazol-3-yl]amino]-2-fluoro-6-(4,4,5,5-tetramethyl-1,3,2-dioxaborolan-2-yl)benzoate C(N)(=O)C=1C(=NN(C1)[C@@H]1COCC[C@H]1C#N)NC1=CC(=C(C(=O)OC)C(=C1)B1OC(C(O1)(C)C)(C)C)F